N-(4-([1,2,4]triazolo[1,5-a]pyridin-7-ylmethyl)-3-methylphenyl)-5-fluoro-6-(2-methylpiperazin-1-yl)quinazolin-4-amine hydrochloride Cl.N=1C=NN2C1C=C(C=C2)CC2=C(C=C(C=C2)NC2=NC=NC1=CC=C(C(=C21)F)N2C(CNCC2)C)C